(2R,3R,4S,5R)-2-(acetoxymethyl)-5-(6-bromo-9H-purin-9-yl)tetrahydrofuran-3,4-diyl diacetate C(C)(=O)O[C@@H]1[C@H](O[C@H]([C@H]1OC(C)=O)N1C2=NC=NC(=C2N=C1)Br)COC(C)=O